2-(2-(2-hydroxyethoxy)ethoxy)ethyl 4-methyl-benzenesulfonate CC1=CC=C(C=C1)S(=O)(=O)OCCOCCOCCO